CC1=CC=NC=2N=CN(C(C21)=O)CC2=NC(=NO2)C2[C@H]1CN(C[C@@H]21)C2=CC=C(C=C2)Cl 5-methyl-3-[[3-[(1R,5S,6R)-3-(4-chlorophenyl)-3-azabicyclo[3.1.0]hex-6-yl]-1,2,4-oxadiazol-5-yl]methyl]pyrido[2,3-d]pyrimidin-4-one